FC1(CN(C1)C(=O)C1=CC2=C(N(C(C(N2C)=O)=O)C2CCN(CC2)C2=NC=C(C=N2)C#N)N=C1)F 2-(4-(7-(3,3-difluoroazetidine-1-carbonyl)-1-methyl-2,3-dioxo-2,3-dihydropyrido[2,3-b]pyrazin-4(1H)-yl)piperidin-1-yl)pyrimidine-5-carbonitrile